4-(((5-chloropyridin-3-yl)methyl)amino)-2-(1-(1-hydroxy-2-methylpropan-2-yl)-1H-pyrazol-4-yl)quinazolin-6-yl-1-methylpyridin-2(1H)-one ClC=1C=C(C=NC1)CNC1=NC(=NC2=CC=C(C=C12)C=1C(N(C=CC1)C)=O)C=1C=NN(C1)C(CO)(C)C